4-((2-benzyl-3,5-dioxo-6-phenyl-2,5-dihydro-1,2,4-triazin-4(3H)-yl)methyl)benzoate C(C1=CC=CC=C1)N1N=C(C(N(C1=O)CC1=CC=C(C(=O)[O-])C=C1)=O)C1=CC=CC=C1